C(CC)[N+](CCC)(CCC)CCC tetra(1-propyl)ammonium